(2-(chloromethyl)-1-(((S)-oxetan-2-yl)methyl)-1H-benzo[d]imidazol-6-yl)(imino)(Methyl)-λ6-sulfanone ClCC1=NC2=C(N1C[C@H]1OCC1)C=C(C=C2)S(=O)(C)=N